2-((4-(7-(((2S,5R)-5-(ethylsulfonamido)tetrahydro-2H-pyran-2-yl)methyl)-2,7-diazaspiro[3.5]nonan-2-yl)pyrimidin-5-yl)oxy)-5-fluoro-N-((1r,3r)-3-fluorocyclobutyl)-N-isopropylbenzamide C(C)S(=O)(=O)N[C@@H]1CC[C@H](OC1)CN1CCC2(CN(C2)C2=NC=NC=C2OC2=C(C(=O)N(C(C)C)C3CC(C3)F)C=C(C=C2)F)CC1